BrCC(=O)N(C)C1=C(C=CC=C1)C(=O)C1=CC=C(C=C1)C1=C(C=C(C=C1)F)F 2-bromo-N-(2-(2',4'-difluoro-[1,1'-biphenyl]-4-carbonyl)phenyl)-N-methylacetamide